N-(5-(((tert-butyldimethylsilyl)oxy)methyl)pyrimidin-2-yl)-5-(2-(spiro[2.5]octan-6-yloxy)pyrimidin-4-yl)thiazol-2-amine [Si](C)(C)(C(C)(C)C)OCC=1C=NC(=NC1)NC=1SC(=CN1)C1=NC(=NC=C1)OC1CCC2(CC2)CC1